C(C)(=O)OC=1C(C(=O)OC)=CC(=CC1)O methyl 2-O-acetylgentisate